2-(5-chloro-2-benzotriazolyl)-6-tertbutyl-p-cresol ClC1=CC=2C(=NN(N2)C2=CC(=CC(=C2O)C(C)(C)C)C)C=C1